FC(C(C(C(C(C(C(C(C(C(F)(F)F)(F)F)(F)F)(F)F)(F)F)(F)F)(F)F)(F)F)(F)F)(CCOP(=O)(OCCC(C(C(C(C(C(C(C(C(C(F)(F)F)(F)F)(F)F)(F)F)(F)F)(F)F)(F)F)(F)F)(F)F)(F)F)O)F.C(#N)C1=C(C=CC=C1C)C1=CCC(C=C1)(Br)Br 2-cyano-4',4'-dibromo-methyl-biphenyl di(2-(perfluorodecyl)ethyl)phosphate